O[C@H]1C[C@@H](N(CC1)C(=O)OC(C)(C)C)C tert-butyl (2S,4R)-4-hydroxy-2-methylpiperidine-1-carboxylate